ClC1=NC(=C(C(=C1C=1COCC1)Cl)C)C 2,4-dichloro-3-(2,5-dihydrofuran-3-yl)-5,6-dimethyl-pyridine